Cl.F[C@@H]1[C@@H](C1)C(=O)NC=1N=C2N(C=C(C=C2)C2=C(C(=CC=C2)F)C)C1 (1S,2S)-2-fluoro-N-(6-(3-fluoro-2-methylphenyl)imidazo[1,2-a]pyridin-2-yl)cyclopropane-1-carboxamide hydrochloride